CC=1C(NC=2C=C(C=NC2C1)CN1CCC(=CC1)C1=CC=C(C#N)C=C1)=O 4-(1-((7-methyl-6-oxo-5,6-dihydro-1,5-naphthyridin-3-yl)methyl)-1,2,3,6-tetrahydropyridin-4-yl)benzonitrile